ClC1=C(C=CC(=C1)F)C1=CC(OC2=CC(=CC=C12)O[C@@H](C(=O)NC=1C=CC(=NC1)C(=O)OC)C)=O methyl 5-[[(2R)-2-[4-(2-chloro-4-fluoro-phenyl)-2-oxo-chromen-7-yl]oxypropanoyl]amino]pyridine-2-carboxylate